FC(CN1C(=NC=2C1=NC(=CC2)C=2C=CN1N=C(N=CC12)N[C@@H]1C[C@@H](C1)N(C)C)C)F cis-N1-(5-(3-(2,2-difluoroethyl)-2-methyl-3H-imidazo[4,5-b]pyridin-5-yl)pyrrolo[2,1-f][1,2,4]triazin-2-yl)-N3,N3-dimethylcyclobutane-1,3-diamine